NC1=NC(=NC=C1)C(C)C#CC(=O)NC1=CC(=C(C=C1)OC)Cl (1-(4-aminopyrimidin-2-yl)ethyl)-N-(3-chloro-4-methoxyphenyl)propiolamide